(7S)-N-cyano-N'-((1,2,3,5,6,7-hexahydro-s-indacen-4-yl)carbamoyl)-7-methoxy-5,6,7,8-tetrahydropyrazolo[5,1-b][1,3]oxazepine-3-sulfonimidamide C(#N)NS(=O)(=NC(NC1=C2CCCC2=CC=2CCCC12)=O)C=1C=NN2C1OCC[C@@H](C2)OC